NC1=NC=CC(=C1Cl)OC1=C(C=C(C=C1)C1=NN(C(=C1C(=O)N)C(F)(F)F)C(C)(C)C)F (4-((2-amino-3-chloropyridin-4-yl)oxy)-3-fluorophenyl)-1-(tert-butyl)-5-(trifluoromethyl)-1H-pyrazole-4-carboxamide